F[C@@H](C1=CC2=C(SC(=C2)C(=O)O)C=C1)P(=O)(OC1=CC=CC=C1)N[C@H](C(OCC1=NC=CC=C1)=O)C 5-((1R)-fluoro((((S)-1-oxo-1-(pyridin-2-ylmethoxy)propan-2-yl)amino)(phenoxy)phosphoryl)methyl)benzo[b]thiophene-2-carboxylic acid